2-(2,4-dimethyl-phenyl)-5-fluorobenzo[d]isothiazol-3(2H)-one CC1=C(C=CC(=C1)C)N1SC2=C(C1=O)C=C(C=C2)F